C1(CCCCC1)C=1N=C2C(=NC1)N(C=C2C2CCN(CC2)C(=O)OC(C)(C)C)COCC[Si](C)(C)C tertbutyl 4-[2-cyclohexyl-5-(2-trimethylsilylethoxymethyl)pyrrolo[2,3-b]pyrazin-7-yl]piperidine-1-carboxylate